(3E,5S)-3-[[(1S,2R,4aS,6R,8aR)-1,6-dimethyl-2-[(E)-prop-1-enyl]-4a,5,6,7,8,8a-hexahydro-2H-naphthalen-1-yl]-hydroxymethylidene]-5-(hydroxymethyl)-1-methylpyrrolidine-2,4-dione C[C@]1([C@@H](C=C[C@@H]2C[C@@H](CC[C@@H]12)C)\C=C\C)/C(=C/1\C(N([C@H](C1=O)CO)C)=O)/O